BrC1=NN2C(NC(C3(CN([C@@H](C3)C(=O)N)C([C@@H](N(C([C@@H](NC(C(F)(F)F)=O)C)=O)C)CC(C)C)=O)C2)=O)=C1 (5'S)-2-bromo-1'-(N-methyl-N-((2,2,2-trifluoroacetyl)-L-alanyl)-L-leucyl)-5-oxo-4,5-dihydro-7H-spiro[pyrazolo[1,5-a]pyrimidine-6,3-pyrrolidine]-5'-carboxamide